FC(C1=NN=C(O1)C=1C=NC=2CC(N(C(C2C1)=O)C)(C)C1=CC=C(C=C1)F)F 3-[5-(difluoromethyl)-1,3,4-oxadiazol-2-yl]-7-(4-fluorophenyl)-6,7-dimethyl-7,8-dihydro-1,6-naphthyridin-5(6H)-one